FCCOC=1C(=NC(=NC1OC)NS(=O)(=O)C1=CNC2=C(C(=CC=C12)C)C1=NC=CC=N1)OC N-[5-(2-fluoroethoxy)-4,6-dimethoxy-pyrimidin-2-yl]-6-methyl-7-(2-pyrimidyl)-1H-indole-3-sulfonamide